BrC1=C(N(C(C2=C(C=CC=C12)Cl)=O)C1=CC=CC=C1)[C@H](C)NC=1C2=C(N=CN1)NC=CC2=O (S)-4-((1-(4-bromo-8-chloro-1-oxo-2-phenyl-1,2-dihydroisoquinolin-3-yl)ethyl)amino)pyrido[2,3-d]pyrimidin-5(8H)-one